N-[(1S)-2-[4-(3,5-dimethyl-1H-pyrazol-4-yl)anilino]-1-[(4S)-7-fluorochroman-4-yl]-2-oxo-ethyl]-2-isopropyl-pyrazole-3-carboxamide CC1=NNC(=C1C1=CC=C(NC([C@H]([C@H]2CCOC3=CC(=CC=C23)F)NC(=O)C=2N(N=CC2)C(C)C)=O)C=C1)C